FC=1C(=C(C=CC1OC)S(=O)(=O)N1[C@@H](CCC1)C(=O)OC(C)(C)C)O[C@H](C)CCCC=O tert-butyl ((3-fluoro-4-methoxy-2-(((R)-6-oxohexan-2-yl)oxy)phenyl)sulfonyl)-L-prolinate